3-((4-fluoro-2-(trifluoromethyl)benzyl)oxy)azetidine 4-methylbenzenesulfonate CC1=CC=C(C=C1)S(=O)(=O)O.FC1=CC(=C(COC2CNC2)C=C1)C(F)(F)F